lithium tris(sec-butyl)borohydride C(C)(CC)[BH-](C(C)CC)C(C)CC.[Li+]